(3,3-difluorocyclopropan-1,2-diyl)dimethanol iridium (iii) trichloride [Ir](Cl)(Cl)Cl.FC1(C(C1CO)CO)F